CN1C(CC(C1)C)C=1N=C2N(C=C(C=C2)NC(=O)C=2C=C3C=NN(C3=CC2)C)C1 N-[2-(1,4-dimethylpyrrolidin-2-yl)imidazo[1,2-a]pyridin-6-yl]-1-methyl-1H-indazole-5-carboxamide